C(#N)C1=NN(C=2N=C(NC(C21)=O)[C@H]2[C@@H](CC2)C2=[N+](C=CC=C2)[O-])[C@@H](C)C=2C=NC(=CC2)C(F)(F)F 2-((1R,2R)-2-(3-cyano-4-oxo-1-((S)-1-(6-(trifluoromethyl)pyridin-3-yl)ethyl)-4,5-dihydro-1H-pyrazolo[3,4-d]pyrimidin-6-yl)cyclobutyl)pyridine 1-oxide